C1(CCCC1)OC(=O)C1CN=CO1 4,5-dihydrooxazole-5-carboxylic acid cyclopentyl ester